(R/S)-ethyl 2-(4-((2-chloro-5-oxido-6,7-dihydrothieno[3,2-d]pyrimidin-4-yl)amino)phenyl)acetate ClC=1N=C(C2=C(N1)CC[S@]2=O)NC2=CC=C(C=C2)CC(=O)OCC |r|